COC1=CC=C(C=C1)C(OC[C@@H]1[C@@H](C([C@@H](O1)N1C(NC=CC1=O)=O)O[Si](C)(C)C(C)(C)C)O)(C1=CC=CC=C1)C1=CC=C(C=C1)OC 3-[(2R,4S,5R)-5-[[bis(4-methoxyphenyl)-phenyl-methoxy]methyl]-3-[tert-butyl(dimethyl)silyl]oxy-4-hydroxy-tetrahydrofuran-2-yl]-1H-pyrimidine-2,4-dione